CSN1N=NN=C1 (methylsulfanyl)-1H-1,2,3,4-tetrazol